NC=1C2=C(N=CN1)N(C=C2C#CC=2C=NC=CC2)[C@@H]2O[C@@H]([C@H]([C@H]2O)O)CSCC=2C(=NOC2C2=CC=CC=C2)C (2R,3R,4S,5S)-2-(4-Amino-5-(pyridin-3-ylethynyl)-7H-pyrrolo[2,3-d]pyrimidin-7-yl)-5-((((3-methyl-5-phenylisoxazol-4-yl)methyl)thio)methyl)tetrahydrofuran-3,4-diol